ClC=1C=C2C3=C(N(C2=C(C1)C1=CC=C(C=C1)Cl)CC)C(=NC=C3)C 6-Chloro-8-(4-chloro-phenyl)-9-ethyl-1-methyl-9H-pyrido[3,4-b]indole